5-Bromo-2,3-dihydro-1H-pyrrolizin-1-one BrC=1N2CCC(C2=CC1)=O